C(C)(C)C1=C(NC2=CC=C(C=C12)C1CCNCC1)C=1C=C(C=2N(C1)C=CN2)CO (6-(3-isopropyl-5-(piperidin-4-yl)-1H-indol-2-yl)imidazo[1,2-a]pyridin-8-yl)methanol